ClCCC(=C(C1=CC=C(C=C1)O)C1=CC=C(OCCN(C)CC2=CC(=C3C(N(C(C3=C2)=O)C2C(NC(CC2)=O)=O)=O)F)C=C1)C1=CC=C(C=C1)O 6-(((2-(4-(4-chloro-1,2-bis(4-hydroxyphenyl)but-1-en-1-yl)phenoxy)ethyl)(methyl)amino)methyl)-2-(2,6-dioxopiperidin-3-yl)-4-fluoroisoindoline-1,3-dione